N-(6-((5-bromo-2-((2-methoxy-5-methyl-4-(3,9-diazaspiro[5.5]undecane-3-yl)phenyl)amino)pyrimidin-4-yl)amino)quinoxalin-5-yl)-N-methylmethanesulfonamide BrC=1C(=NC(=NC1)NC1=C(C=C(C(=C1)C)N1CCC2(CC1)CCNCC2)OC)NC=2C(=C1N=CC=NC1=CC2)N(S(=O)(=O)C)C